quinoline-amine N1=C(C=CC2=CC=CC=C12)N